t-butyl-(4-(9-chloro-4-methyl-5-oxo-5,6,7,8-tetrahydro-[1,3]dioxolo[4,5-g]isoquinolin-2-yl)bicyclo[2.2.2]octan-1-yl)carbamate C(C)(C)(C)OC(NC12CCC(CC1)(CC2)C2OC=1C(=C(C=3CCNC(C3C1C)=O)Cl)O2)=O